3-cyclohexyl-N1,N1-dimethyl-1H-1,2,4-triazole-1,3-disulfonamide C1(CCCCC1)C1(NN(C=N1)S(=O)(=O)N(C)C)S(=O)(=O)N